CC(C)(C)N1C(C(=C(C1=O)C1=CC=CC=C1)C1=CC=CC=C1)=O 1-(2-methylpropan-2-yl)-3,4-diphenylpyrrole-2,5-dione